(4-[(CYCLOHEXYLMETHOXY)METHYL]-3-FLUOROPHENYL)BORANEDIOL C1(CCCCC1)COCC1=C(C=C(C=C1)B(O)O)F